C(C)C1=C(C=CC(=C1)O)\N=C(/N)\C1=C(C=2N(N=C1)C=C(C2)C=2C(=CC(=NC2)C(=O)O)C)N[C@@H]2COCC2 (S,Z)-5-(3-(N'-(2-ethyl-4-hydroxyphenyl)carbamimidoyl)-4-((tetrahydrofuran-3-yl)amino)pyrrolo[1,2-b]pyridazin-6-yl)-4-methylpicolinic acid